C(C1=CC(O)=C(O)C(O)=C1)(=O)O[C@H]1[C@H](O)O[C@@H]([C@H]([C@@H]1OC(C1=CC(O)=C(O)C(O)=C1)=O)OC(C1=CC(O)=C(O)C(O)=C1)=O)COC(C1=CC(O)=C(O)C(O)=C1)=O 2,3,4,6-tetra-O-galloyl-β-D-glucose